C(C)(=O)[O-].C(CCC)N1C=[N+](C=C1)CCCC 1,3-dibutyl-imidazolium acetate